(5S)-5-[[[6-[3-[2-[3-[[(1-Acetyl-4-piperidyl)amino]methyl]-1-methyl-indol-6-yl]-3-chloro-4-pyridyl]-2-chloro-phenyl]-2-methoxy-3-pyridyl]methylamino]methyl]pyrrolidin-2-one C(C)(=O)N1CCC(CC1)NCC1=CN(C2=CC(=CC=C12)C1=NC=CC(=C1Cl)C=1C(=C(C=CC1)C1=CC=C(C(=N1)OC)CNC[C@@H]1CCC(N1)=O)Cl)C